4-(7-methylquinolin-4-yl)piperazin CC1=CC=C2C(=CC=NC2=C1)N1CCNCC1